2-amino-6-propyl-4-pyrimidinone NC1=NC(=CC(N1)=O)CCC